C(C)[C@H]1N(C[C@@H](N(C1)C=1N(N=C2C1N(C(C=C2)=O)C)C2OCCCC2)C)C(C)C2=C(C=C(C=C2)F)OC ((2S,5R)-5-ethyl-4-(1-(4-fluoro-2-methoxyphenyl)ethyl)-2-methylpiperazin-1-yl)-4-methyl-2-(tetrahydro-2H-pyran-2-yl)-2,4-dihydro-5H-pyrazolo[4,3-b]pyridin-5-one